{4-[3-(propan-2-yl)imidazo[1,2-a]pyridin-6-yl]phenyl}[trans-4-{[4-(pentafluoro-λ6-sulfanyl)phenyl]Amino}cyclohexyl](imino)-λ6-sulfanone CC(C)C1=CN=C2N1C=C(C=C2)C2=CC=C(C=C2)S(=O)(=N)[C@@H]2CC[C@H](CC2)NC2=CC=C(C=C2)S(F)(F)(F)(F)F